COC=1C=C(CN2C=NC=3C=CC(=C(C3C2=O)C#N)C=2C=NNC2)C=CC1 3-(3-methoxybenzyl)-4-oxo-6-(1H-pyrazol-4-yl)-3,4-dihydroquinazoline-5-carbonitrile